ClC1=CC(=NC(=C1)C(F)(F)F)[C@]1(CC(=NO1)C1=CC(=C(C(=O)N[C@@H]2C[C@H](C2)C(F)(F)F)C=C1)C)C(F)(F)F |&1:11| racemic-4-(5-(4-chloro-6-(trifluoromethyl)pyridin-2-yl)-5-(trifluoromethyl)-4,5-dihydroisoxazol-3-yl)-2-methyl-N-((trans)-3-(trifluoromethyl)cyclobutyl)benzamide